FC1=C(NC2=C(NC3=C2C(N(CC3)C)=O)C3=CC(=NC=C3)NC(C(=C)C3=CC=C(C=C3)F)=O)C=CC=C1 (2R)-N-{4-[3-(2-Fluoroanilino)-5-methyl-4-oxo-4,5,6,7-tetrahydro-1H-pyrrolo[3,2-c]pyridin-2-yl]pyridin-2-yl}-2-(4-fluorophenyl)propenamid